N-(4-[2-(2,5-diazabicyclo[2.2.1]hept-2-yl)-2-oxoethyl]phenyl){[(4-chlorophenyl)methyl]amino}carboxamide C12N(CC(NC1)C2)C(CC2=CC=C(C=C2)NC(=O)NCC2=CC=C(C=C2)Cl)=O